NC(C(=O)O)C(C(CC)C)C1=CNC2=CC=CC=C12 2-amino-3-(1H-indol-3-yl)-4-methylhexanoic acid